ClC1=CC=C(C=C1)C1(COC2=C(O1)C=CC=C2C2CCN(CC2)CC2=NC=1C(=NC(=CC1)C(=O)OC)N2C[C@H]2OCC2)C methyl 2-((4-(2-(4-chlorophenyl)-2-methyl-2,3-dihydrobenzo[b][1,4]dioxin-5-yl) piperidin-1-yl)methyl)-3-((S)-oxetan-2-ylmethyl)-3H-imidazo[4,5-b]pyridine-5-carboxylate